[N+](=O)([O-])C1=CC=C(CBr)C=C1 4-nitrobenzyl bromide